(cyclopropyl-(methyl)carbamoyl)-7,8-dihydro-4H-pyrazolo[1,5-a][1,4]diazepine-5(6H)-carboxylic acid tert-butyl ester C(C)(C)(C)OC(=O)N1CC=2N(CCC1)N=C(C2)C(N(C)C2CC2)=O